C(C1=CC=CC=C1)OC(CCCC=1C=C(C=CC1C(=O)OCC1=CC=CC=C1)C1=CC=CC=C1)=O Benzyl 3-(4-(benzyloxy)-4-oxobutyl)-[1,1'-biphenyl]-4-carboxylate